N,N'-diacetyl-L-cystine dimethyl ester COC([C@H](CSSC[C@@H](C(=O)OC)NC(C)=O)NC(C)=O)=O